ClC1=CC(=[N+](C=C1)[O-])CN1CCN(CCN(CCN(CC1)CC(=O)O)CC(=O)O)CC(=O)O 4-chloro-2-((4,7,10-tris(carboxymethyl)-1,4,7,10-tetraazacyclododec-1-yl)methyl)pyridine 1-oxide